(E)-Ethyl 3-(1,4-dimethyl-1H-benzo[d][1,2,3]triazol-5-yl)acrylate CN1N=NC2=C1C=CC(=C2C)/C=C/C(=O)OCC